C1(CC1)[C@@H](C)NC1=NC(=NC2=CC=CC=C12)NCC1=C(C=C(C=C1)F)F (R)-N4-(1-cyclopropylethyl)-N2-(2,4-difluorobenzyl)quinazoline-2,4-diamine